C1(C2=CC=C(C(=O)OCC3=CC=C(C=C3)CO1)C=C2)=O p-xylylene terephthalate